4-(4-methylphenyl)-4'-vinyl-1,1'-bi(cyclohexyl) CC1=CC=C(C=C1)C1CCC(CC1)C1CCC(CC1)C=C